Heptaneate C(CCCCCC)(=O)[O-]